[Mg].C(C)(=O)[C@@]([C@]([C@@](C(C(O)(C(C)=O)C(C)=O)=O)(O)C(C)=O)(O)C(C)=O)(O)CO pentaacetyl-fructose magnesium